(S)-N2-[1-(4-fluorophenyl)ethyl]-N6-(pyrazin-2-yl)-N4-(pyrimidin-2-yl)pyridine-2,4,6-triamine FC1=CC=C(C=C1)[C@H](C)NC1=NC(=CC(=C1)NC1=NC=CC=N1)NC1=NC=CN=C1